4-(3-(2-sulfamoylaminoethyl)azetidine-1-yl)-7-methoxy-2-(pyridin-3-yl)quinazoline S(N)(=O)(=O)NCCC1CN(C1)C1=NC(=NC2=CC(=CC=C12)OC)C=1C=NC=CC1